gamma-(epoxypropoxy)propyltriethoxysilane C(C1CO1)OCCC[Si](OCC)(OCC)OCC